ethyl (2R)-2-(((2s,5R)-2-carbamoyl-4-methyl-7-oxo-1,6-diazabicyclo-[3.2.1]oct-3-en-6-yl) oxy)-2-fluoroacetate C(N)(=O)[C@H]1N2C(N([C@H](C(=C1)C)C2)O[C@@H](C(=O)OCC)F)=O